(4-((3-(3-fluorophenyl)-1H-1,2,4-triazol-1-yl)sulfonyl)phenyl)(4-(2-methoxy-phenyl)piperazin-1-yl)methanone FC=1C=C(C=CC1)C1=NN(C=N1)S(=O)(=O)C1=CC=C(C=C1)C(=O)N1CCN(CC1)C1=C(C=CC=C1)OC